NC=1C2=C(N=CN1)N(C=C2C2=CC(=CC=C2)OC)C2=CC=C(CCN1CCC(CC1)O)C=C2 1-(4-(4-amino-5-(3-methoxyphenyl)-7H-pyrrolo[2,3-d]pyrimidin-7-yl)phenethyl)piperidin-4-ol